Cl.C1(CC1)N1CCC2=C(CC1)C=CC(=N2)NN2C(C1=CC=CC(=C1C2)C=2C=NN1C2C=CC(=C1)C)=O ((7-cyclopropyl-6,7,8,9-tetrahydro-5H-pyrido[2,3-d]azepin-2-yl)amino)-4-(6-methylpyrazolo[1,5-a]-pyridin-3-yl)isoindolin-1-one hydrochloride